rac-(4aS,8aS)-6-[4-[[4-(trifluoromethyl)phenyl]methyl]piperidine-1-carbonyl]-4,4a,5,7,8,8a-hexahydropyrido[4,3-b][1,4]oxazin-3-one FC(C1=CC=C(C=C1)CC1CCN(CC1)C(=O)N1C[C@H]2[C@@H](OCC(N2)=O)CC1)(F)F |r|